methyl 3,8-difluoro-2-hydroxyquinoline-7-carboxylate FC=1C(=NC2=C(C(=CC=C2C1)C(=O)OC)F)O